(R)-N-(4-(3-((5-chloro-4-(dimethylamino)pyrimidin-2-yl-6-d)amino)pyrrolidine-1-carbonyl)phenyl)acrylamide ClC=1C(=NC(=NC1[2H])N[C@H]1CN(CC1)C(=O)C1=CC=C(C=C1)NC(C=C)=O)N(C)C